C(C=C)[C@@H]1[C@@](CNC1)(C(=O)OCC)N=[N+]=[N-] ethyl (3R,4S)-4-allyl-3-azidopyrrolidine-3-carboxylate